(R)-2-((tert-butoxycarbonyl)amino)-4,4-difluorobutyric acid C(C)(C)(C)OC(=O)N[C@@H](C(=O)O)CC(F)F